BrC=1C=C(C=CC1)C(C(=O)C1=NN=CN1C)C 2-(3-bromophenyl)-1-(4-methyl-4H-1,2,4-triazol-3-yl)propan-1-one